NC(C(=O)NC1=CC=C(C=C1)C1=C2C(=NC=C1)NC=C2)C2CC2 2-Amino-2-cyclopropyl-N-[4-(1H-pyrrolo[2,3-b]pyridine-4-yl)phenyl]acetamide